methyl 4''-(hydroxymethyl)-[1,1':3',1''-terphenyl]-4'-carboxylate OCC1=CC=C(C=C1)C=1C=C(C=CC1C(=O)OC)C1=CC=CC=C1